CC=1CP(CC1)(CC)=O 3-methyl-1-ethyl-3-phospholene-1-oxide